CC1=CC2=C(NN=N2)C=C1C 5,6-dimethyl-1,2,3-benzotriazol